(S)-3-(biphenyl-4-yl)-3-(3-(1,5-dimethyl-4-oxo-2-oxo-1,2-dihydropyridin-3-yl)ureido)propanoic acid C1(=CC=C(C=C1)[C@H](CC(=O)O)NC(=O)NC1C(N(C=C(C1=O)C)C)=O)C1=CC=CC=C1